4-hydroxyoctyl propionate C(CC)(=O)OCCCC(CCCC)O